1-(3-(tert-butyl)-1-phenyl-1H-pyrazol-5-yl)-3-(2-fluoro-5-((3-oxo-3,4-dihydropyrido[2,3-b]pyrazin-8-yl)oxy)phenyl)urea C(C)(C)(C)C1=NN(C(=C1)NC(=O)NC1=C(C=CC(=C1)OC1=CC=NC=2NC(C=NC21)=O)F)C2=CC=CC=C2